C1(=CC=CC=C1)\C=C(/CC)\[C@H]1[C@@H](C1)NC1CC2(CN(C2)C(CO)CO)C1 2-(6-(((1R,2S)-2-((E)-1-phenylbut-1-en-2-yl)cyclopropyl)amino)-2-azaspiro[3.3]heptan-2-yl)propane-1,3-diol